N-methyl-aminopropyl-trimethoxysilane CNCCC[Si](OC)(OC)OC